[3-[[(1R)-2-[(5-amino-1-methyl-6-oxo-pyridazin-3-yl)methoxy]-1-methyl-ethyl]carbamoyl]-6-chloro-imidazo[1,2-b]pyridazin-8-yl]-N-methyl-carbamic acid tert-butyl ester C(C)(C)(C)OC(N(C)C=1C=2N(N=C(C1)Cl)C(=CN2)C(N[C@@H](COCC2=NN(C(C(=C2)N)=O)C)C)=O)=O